N4-[3-(dimethylphosphoryl)phenyl]-N2-(piperidin-3-yl)-5-(trifluoromethyl)pyrimidin-2,4-diamine CP(=O)(C)C=1C=C(C=CC1)NC1=NC(=NC=C1C(F)(F)F)NC1CNCCC1